(S)-N-(1-(4-(benzylthio)-2-methylphenylamino)-1-oxo-3-phenylpropan-2-yl)-4-fluorobenzamide C(C1=CC=CC=C1)SC1=CC(=C(C=C1)NC([C@H](CC1=CC=CC=C1)NC(C1=CC=C(C=C1)F)=O)=O)C